C1(=CC=CC=C1C1=CN=CC=C1C(=O)O)C1=CC=CC=C1 6-biphenylisonicotinic acid